C(C1=CC=CC=C1)(C1=CC=CC=C1)C1=C(C(=O)[O-])C(=CC(=C1)C)C(C1=CC=CC=C1)C1=CC=CC=C1 2,6-dibenzhydryl-4-methyl-benzoate